3-methyltetrahydrofuranthiol CC1C(OCC1)S